2,3,6,10b-tetrahydropyrido[2,1-a]isoindol-4(1H)-one C1CCC(N2C1C1=CC=CC=C1C2)=O